C(=CC)C=1C(NC(N([C@]2([C@H](O)[C@H](O)[C@@H](CO)O2)N)C1)=O)=O 5-propenyl-amino-uridine